O[C@@H]1CN(CC[C@@]12NCC1=CC=CC=C1C2)C(=O)C=2N=C1N(CCN(C1)C)C2 [(3R,3'R)-3'-hydroxy-1,4-dihydro-1'H,2H-spiro[isoquinoline-3,4'-piperidin]-1'-yl](7-methyl-5,6,7,8-tetrahydroimidazo[1,2-a]pyrazin-2-yl)methanone